Pentantriamin C(CCCC)(N)(N)N